5-{3-(Trifluoromethyl)-4-[5-(trifluoromethyl)thiophen-2-yl]phenyl}-3,6-dihydro-2H-1,3,4-oxadiazin-2-one FC(C=1C=C(C=CC1C=1SC(=CC1)C(F)(F)F)C1=NNC(OC1)=O)(F)F